N-(2,1,3-benzothiadiazol-4-yl)-6-(benzyloxy)-1H-indole-3-sulfonamide N=1SN=C2C1C=CC=C2NS(=O)(=O)C2=CNC1=CC(=CC=C21)OCC2=CC=CC=C2